C(=O)C=1C=C(C(=O)Cl)C=CC1C 3-Formyl-4-methylbenzoyl chloride